3-[[[2-(carboxymethyl)-4-methylpentyl]carbamoylamino]methyl]-5-methylhexanoic acid C(=O)(O)CC(CNC(=O)NCC(CC(=O)O)CC(C)C)CC(C)C